3,6-dioxa-4-methyl-7-octenesulfonyl fluoride CC(OCCS(=O)(=O)F)COC=C